C(C)(C)(C)C1=C(OC2=C(C=CC=C2)NC(=O)C=2C(=NN(C2Cl)C)C(F)F)C=C(C=C1)C N-(2-(2-tert-butyl-5-methylphenoxy)phenyl)-1-methyl-3-difluoromethyl-5-chloro-1H-pyrazole-4-carboxamide